{6-amino-5-[(1R)-1-(pyridin-4-yl)ethoxy]pyridin-3-yl}boronic acid NC1=C(C=C(C=N1)B(O)O)O[C@H](C)C1=CC=NC=C1